[(7R)-3-(3,5-difluorophenyl)-2,7-dimethyl-5,7-dihydro-4H-pyrazolo[3,4-c]pyridin-6-yl]methanone FC=1C=C(C=C(C1)F)C=1N(N=C2[C@H](N(CCC21)C=O)C)C